5-amino-1,2,4-benzenetricarboxylic acid NC1=C(C=C(C(=C1)C(=O)O)C(=O)O)C(=O)O